C(C)N(S(=O)(=O)NC=1C(=C(OC=2C=C3C(N(C=NC3=CC2)C2COC3(C2)CCN(CC3)C(=O)[O-])=O)C(=CC1)F)F)C 3-[6-[3-[[ethyl(methyl)sulfamoyl]amino]-2,6-difluoro-phenoxy]-4-oxo-quinazolin-3-yl]-1-oxa-8-azaspiro[4.5]decane-8-carboxylate